ClC1=C(C=C(C(=C1)Cl)OC)NC1=C(C=NC2=CC(=C(C=C12)OC)OCCCN1CCN(CC1)CC1=C(C=CC=C1)C1C(NC(CC1)=O)=O)C#N 4-((2,4-dichloro-5-methoxyphenyl)amino)-7-(3-(4-(2-(2,6-dioxopiperidin-3-yl)benzyl)piperazin-1-yl)propoxy)-6-methoxyquinoline-3-carbonitrile